1,1-Dimethylethyl (3aR,6aS)-5-{[(methylsulfonyl)oxy]}hexahydrocyclopenta[c]pyrrole-2(1H)-carboxylate CS(=O)(=O)OC1C[C@@H]2[C@@H](CN(C2)C(=O)OC(C)(C)C)C1